1-cyclohexylpropane-1,2-diamine C1(CCCCC1)C(C(C)N)N